CS(=O)(=O)O[C@@H](CN(CC)CC=1N(N=C(C1I)OCC)CCO[Si](C)(C)C(C)(C)C)C [(1R)-2-[[2-[2-[tert-butyl (dimethyl) silyl] oxyethyl]-5-ethoxy-4-iodo-pyrazol-3-yl] methyl-ethyl-amino]-1-methyl-ethyl] methanesulfonate